C1(=CC=CC=C1)P(NC1=CC=C(C=C1)C)(=S)C1=CC=CC=C1 P,P-Diphenyl-N-(p-tolyl)phosphinothioic amide